BrC=1C=C2C(=NC=NC2=CC1)NC1=C(C=CC(=C1)Cl)F 6-bromo-N-(5-chloro-2-fluoro-phenyl)quinazolin-4-amine